BrC=1C=C(C(=NC1)N1CCOCC1)CN(C)C 1-(5-bromo-2-morpholinopyridin-3-yl)-N,N-dimethylmethanamine